methyl 8-(3-fluorophenyl)-2-methyl-3-oxo-1,2,3,4-tetrahydroquinoxaline-6-carboxylate FC=1C=C(C=CC1)C=1C=C(C=C2NC(C(NC12)C)=O)C(=O)OC